N-(2-(3-chloro-1-(((S)-tetrahydrofuran-2-yl)methyl)-1H-pyrazol-4-yl)pyrimidin-4-yl)-5-isopropyl-8-((2R,3S)-2-methyl-3-((methylsulfonyl)methyl)azetidin-1-yl)isoquinolin-3-amine ClC1=NN(C=C1C1=NC=CC(=N1)NC=1N=CC2=C(C=CC(=C2C1)C(C)C)N1[C@@H]([C@H](C1)CS(=O)(=O)C)C)C[C@H]1OCCC1